CC(=C)C=CC=C 2-methylhexa-1,3,5-triene